5-((N-methyl-2-(4-(trifluoromethyl)phenoxy)acetamido)methyl)pyrazolo[1,5-a]pyridine-3-carboxamide CN(C(COC1=CC=C(C=C1)C(F)(F)F)=O)CC1=CC=2N(C=C1)N=CC2C(=O)N